4,8-dimethyl-octahydro-benzopyran-2-one CC1CC(OC2C1CCCC2C)=O